ClC=1C=C(C(=NC1)OC)S(=O)(=O)NC1=NC=CC(=C1F)I 5-Chloro-N-(3-fluoro-4-iodopyridin-2-yl)-2-methoxypyridine-3-sulfonamide